C[Si](CCOCN1C=NC2=C1C(=CC=C2)C(=O)N)(C)C 3-(2-trimethylsilylethoxymethyl)benzoImidazole-4-carboxamide